BrC1=CC(=C(CN2C(C=3C=CC=NC3C(=C2)C(=O)N[C@@H]2[C@H](COCC2)O)=O)C(=C1)F)F 6-(4-Bromo-2,6-difluorobenzyl)-N-((3R,4S)-3-hydroxytetrahydro-2H-pyran-4-yl)-5-oxo-5,6-dihydro-1,6-naphthyridine-8-carboxamide